C1=CC(=CC=C1C(=O)Cl)F P-fluorobenzoyl chloride